C(CCCCCCCCCCCCCCCCCCCCCCCCC)(=O)OC methyl hexacosanate